1-methoxy-1-oxododecane-2-sulfonic acid potassium salt [K+].COC(C(CCCCCCCCCC)S(=O)(=O)[O-])=O